(S)-1-(4-bromophenyl)-2,2,2-trifluoro-N-methylethan-1-amine BrC1=CC=C(C=C1)[C@@H](C(F)(F)F)NC